3,5-di-t-butyl-4-hydroxybenzylethylphosphonate C(C)(C)(C)C=1C=C(CCCP([O-])([O-])=O)C=C(C1O)C(C)(C)C